C[C@]12C3CC[C@@]4(C(=CCC4C3CC=C2C[C@H](CC1)NC(=O)N1CC=NC=C1)N1C=NC(=C1)C(=O)O)C 1-((3S,10R,13S)-10,13-dimethyl-3-(pyrazine-4-carboxamido)-2,3,4,7,8,9,10,11,12,13,14,15-dodecahydro-1H-cyclopenta[a]phenanthren-17-yl)-1H-imidazole-4-carboxylic acid